1-(1-bromomethyl)-2,4-dichlorobenzene BrCC1=C(C=C(C=C1)Cl)Cl